N[C@]1([C@@H](CC[C@H](C1)CCB(O)O)C(C)N(C)C)C(=O)O (1R,2S,5R)-1-amino-5-(2-boronoethyl)-2-(1-(dimethylamino)ethyl)cyclohexanecarboxylic acid